C[C@H]1CN(CCN1C=1C2=C(N=CN1)NC=C2C2=NC=CC=C2)C(=O)OC(C)(C)C tert-butyl (S)-3-methyl-4-(5-(pyridin-2-yl)-7H-pyrrolo[2,3-d]pyrimidin-4-yl)piperazine-1-carboxylate